bis(1-naphthyl)-N,N'-diphenyl-4,4'-diaminobiphenyl C1(=CC=CC2=CC=CC=C12)C=1C(=C(C=CC1NC1=CC=CC=C1)C1=CC=C(C=C1)NC1=CC=CC=C1)C1=CC=CC2=CC=CC=C12